methyl 4,6-diethoxypicolinate C(C)OC1=CC(=NC(=C1)OCC)C(=O)OC